FC=1C(=C(C=CC1F)[C@H]1CO[C@@]([C@@H]1C)(C(F)(F)F)C)C=C (2S,3S,4R,5S)-3-(3,4-difluoro-2-vinyl-phenyl)-4,5-dimethyl-5-(trifluoromethyl)tetrahydrofuran